2-(1-(6-methoxypyridin-3-yl)ethyl)-6-(phenylsulfonyl)phthalazin-1(2H)-one COC1=CC=C(C=N1)C(C)N1C(C2=CC=C(C=C2C=N1)S(=O)(=O)C1=CC=CC=C1)=O